(3-fluoro-5-(1-(6-fluoropyridin-3-yl)-1H-pyrazol-4-yl)phenyl)methylamine hydrochloride Cl.FC=1C=C(C=C(C1)C=1C=NN(C1)C=1C=NC(=CC1)F)CN